6-(4-cyclopropyl-6-methoxypyrimidin-5-yl)-1-((2-(trimethylsilyl)ethoxy)methyl)-1H-pyrazolo[3,4-d]pyrimidine C1(CC1)C1=NC=NC(=C1C1=NC=C2C(=N1)N(N=C2)COCC[Si](C)(C)C)OC